C1(CC1)CCN1C(N(C2=C1C=CC(=C2)S(=O)(=O)NC2(CC2)C)C)=O 1-(2-cyclopropylethyl)-3-methyl-N-(1-methylcyclopropyl)-2-oxo-benzimidazole-5-sulfonamide